C1(=CC=CC=C1)C1=C(C(=C([C-]1P)C1=CC=CC=C1)C1=CC=CC=C1)C1=CC=CC=C1.[C-]1(C=CC=C1)P.[Fe+2] tetraphenyl-1,1'-diphosphinoferrocene